(3S,4S,5R)-1-(4-aminopyrimidin-2-yl)-5-fluoro-4-methoxy-piperidin-3-ol NC1=NC(=NC=C1)N1C[C@@H]([C@@H]([C@@H](C1)F)OC)O